{[4-(3-hydroxypropyl)-3-oxo-3,4-dihydroquinoxalin-2-yl]oxy}methyl methyl carbonate C(OCOC1=NC2=CC=CC=C2N(C1=O)CCCO)(OC)=O